CN1N=CC(=C1C=1C(=CC(=C(OC2CN(C2)C(=O)N2N=CCC2C=2N=C(SC2)C)C1)F)F)C (3-(5-(1,4-dimethyl-1H-pyrazol-5-yl)-2,4-difluorophenoxy)azetidin-1-yl)(5-(2-methylthiazol-4-yl)-4,5-dihydro-1H-pyrazol-1-yl)methanone